1-ethyl-6-fluoro-7-(4-methylpiperazin-1-yl)-4-oxo-1,4-dihydroquinoline-3-carboxylic acid C(C)N1C=C(C(C2=CC(=C(C=C12)N1CCN(CC1)C)F)=O)C(=O)O